4-Dodecyloxy-3-methoxybenzaldehyd C(CCCCCCCCCCC)OC1=C(C=C(C=O)C=C1)OC